C(C)(C)(C)OC(NC1=NC(=C(C(=N1)Cl)C)C1=C(C=CC=C1C)CC(C)C)=O.C(C1=CC=CC=C1)OC1=CC=C(CNO)C=C1 4-benzyloxybenzyl-hydroxylamine tert-butyl-N-[4-chloro-6-(2-isobutyl-6-methyl-phenyl)-5-methyl-pyrimidin-2-yl]carbamate